NCC1NC(C(OCC1)C1=CC=C(C=C1)C1=C(C=CC=C1)Cl)=O 5-(aminomethyl)-2-[4-(2-chlorophenyl)phenyl]-1,4-oxazepan-3-one